C(#N)C1=C(SC2=C1CN(CC2)CC2=CC(=CC=C2)F)NC(CC2=C(C(=CC=C2)OC)F)=O N-(3-Cyano-5-(3-fluorobenzyl)-4,5,6,7-tetrahydrothieno[3,2-c]pyridin-2-yl)-2-(2-fluoro-3-methoxyphenyl)-acetamid